C(C)(=O)O[C@H]1C[C@H]([C@@]2(CC[C@H]3C(C[C@@H](C[C@@H]3[C@H]2C1=O)C1=CC(=CC=C1)Cl)=O)C)C(=O)OC methyl (1R,3S,4aR,4bS,6R,8aR,10aR)-3-acetoxy-6-(3-chlorophenyl)-10a-methyl-4,8-dioxotetradecahydrophenanthrene-1-carboxylate